iodo-1H-pyrrolo[2,3-b]pyridine IN1C=CC=2C1=NC=CC2